N-methyl-2-(4-(methyl-d3)piperazine-1-yl)acetamide CNC(CN1CCN(CC1)C([2H])([2H])[2H])=O